3-cyano-4-(1-hydroxyethyl)-5-(2-methyl-1H-benzimidazol-5-yl)benzoic acid C(#N)C=1C=C(C(=O)O)C=C(C1C(C)O)C1=CC2=C(NC(=N2)C)C=C1